β-D-guluronic acid O[C@H]1[C@H](O)[C@H](O)[C@@H](O)[C@H](O1)C(=O)O